6,7-Dichloro-3-thiophen-3-yl-quinoline ClC=1C=C2C=C(C=NC2=CC1Cl)C1=CSC=C1